[O-]S(=O)(=O)C(F)(F)F.S(=O)(=O)=C1N=CC=[NH+]1 sulfonylimidazolium triflate